N-(4-cyclobutyl-1-methyl-5-(3,4,5-trifluorophenyl)-1H-pyrazol-3-yl)-2-(3,3-difluorocyclobutyl)acetamide C1(CCC1)C=1C(=NN(C1C1=CC(=C(C(=C1)F)F)F)C)NC(CC1CC(C1)(F)F)=O